NC=1N=CC=C2C(=CN=CC12)NC(C(=O)N1[C@H](CC[C@@H](C1)C)C=1C=CC2=C(N=C(S2)[C@H](CN(C)C)C)C1)=O N-(8-amino-2,7-naphthyridin-4-yl)-2-((2R,5S)-2-(2-((S)-1-(dimethylamino)propan-2-yl)benzo[d]thiazol-5-yl)-5-methylpiperidin-1-yl)-2-oxoacetamide